potassium p-nonylphenoxide C(CCCCCCCC)C1=CC=C([O-])C=C1.[K+]